2-benzyl-4-(benzyloxymethyl)-1,2-thiazolidine 1,1-dioxide C(C1=CC=CC=C1)N1S(CC(C1)COCC1=CC=CC=C1)(=O)=O